(R)-N-(1-amino-1-oxopropan-2-yl)-2-methyl-5-((4-methylthiazol-5-yl)methoxy)benzofuran-3-carboxamide NC([C@@H](C)NC(=O)C1=C(OC2=C1C=C(C=C2)OCC2=C(N=CS2)C)C)=O